1H-pyrrolo[3,2-c]pyridin-2-ylmethylamine hydrochloride Cl.N1C(=CC=2C=NC=CC21)CN